ClC1=C(C(=CC=C1)Cl)/C(/N1C(C(C1)(F)F)C)=N\NS(=O)(=O)C1=CC=C(C=C1)C N-[(E)-[(2,6-dichlorophenyl)-(3,3-difluoro-2-methyl-azetidin-1-yl)methylene]amino]-4-methyl-benzenesulfonamide